(S)-4-(hydroxyamino)-3-(4-((4-(((2-methoxyethyl)ammonio)methyl)phenyl)ethynyl)benzamido)-2-methyl-4-oxobutan ONC([C@H](C(C)C)NC(C1=CC=C(C=C1)C#CC1=CC=C(C=C1)C[NH2+]CCOC)=O)=O